CS(=O)(=O)C1=CC=CC(=N1)N1C(C2=CC(=CC=C2CC1)OC1=CC=C(C=C1)C(F)(F)F)=O 2-(6-(methylsulfonyl)pyridin-2-yl)-7-(4-(trifluoromethyl)phenoxy)-3,4-dihydroisoquinolin-1(2H)-one